7-(1-hydroxycyclopropyl)-2-methylpyrazolo[1,5-a]pyridin OC1(CC1)C1=CC=CC=2N1N=C(C2)C